N,N-bis(oxiranylmethyl)-4-(oxiranylmethoxy)aniline methyl-4-phenylpiperidine-1-carboxylate COC(=O)N1CCC(CC1)C1=CC=CC=C1.O1C(C1)CN(C1=CC=C(C=C1)OCC1OC1)CC1OC1